(S)-4-(4-chloro-3-fluorobenzyl)-1-(5-chloro-3-fluoropyridin-2-yl)-3-(oxetan-3-yl)piperazine-2,5-dione ClC1=C(C=C(CN2[C@H](C(N(CC2=O)C2=NC=C(C=C2F)Cl)=O)C2COC2)C=C1)F